2,3,4,5,6-pentafluoro-N-(3-fluoro-4-methoxyphenyl)-N-methylbenzenesulfonamide FC1=C(C(=C(C(=C1F)F)F)F)S(=O)(=O)N(C)C1=CC(=C(C=C1)OC)F